1-(4-iodo-1H-pyrazol-1-yl)cyclobutane-1-carboxylic acid ethyl ester C(C)OC(=O)C1(CCC1)N1N=CC(=C1)I